3-(3-methylene-2,5-dioxapyrrolidin-1-yl)propionic acid C=C1ON(OC1)CCC(=O)O